ClC=1C=C2CN(C(C2=C(C1)C)=O)[C@@H](C)C1CC1 (S)-5-chloro-2-(1-cyclopropylethyl)-7-methylisoindolin-1-one